3-(5-methoxy-1-methyl-1H-benzo[d]imidazol-2-yl)propanoate COC1=CC2=C(N(C(=N2)CCC(=O)[O-])C)C=C1